N1(CCCCC1)C(=O)[O-] Piperidine-1-Carboxylate